CC1=CC=C(C=C1)S(=O)(=O)OC[C@H](OCC=O)OC (S)-2-methoxy-2-(2-oxoethoxy)ethyl 4-methylbenzenesulfonate